1-(9H-fluoren-9-yl)-3,6-dioxo-2,9-dioxa-4,7-diazaundecane-11-oic acid C1=CC=CC=2C3=CC=CC=C3C(C12)COC(NCC(NCOCC(=O)O)=O)=O